N,N-dimethyl-3-((5-(1-(3,6-dihydro-2H-pyran-4-yl)imidazo[1,2-a:5,4-c']dipyridin-8-yl)pyridin-2-yl)oxy)propan-1-amine CN(CCCOC1=NC=C(C=C1)C=1C=CC=2N(C1)C=1C(=NC=CC1N2)C=2CCOCC2)C